2-[6-[4-(2,7-Diazaspiro[3.5]nonan-7-yl)phenyl]-4-fluoro-1-oxo-isoindolin-2-yl]-2-(6,7-dihydro-5H-pyrrolo[1,2-c]imidazol-1-yl)-N-thiazol-2-yl-acetamide hydrochloride Cl.C1NCC12CCN(CC2)C2=CC=C(C=C2)C2=CC(=C1CN(C(C1=C2)=O)C(C(=O)NC=2SC=CN2)C2=C1N(C=N2)CCC1)F